CC=1C=C(N2N=C(N=CC21)N[C@H]2[C@@H](COCC2)O)C2=NC=C(C=C2)[C@@H](C(F)(F)F)C (3S,4R)-4-((5-methyl-7-(5-((S)-1,1,1-trifluoropropan-2-yl)pyridin-2-yl)pyrrolo[2,1-f][1,2,4]triazin-2-yl)amino)tetrahydro-2H-pyran-3-ol